C(#N)C1=C(C=2C=3C=CC=C4C=CC=C(C5=CC=CC(=C1)C52)C43)C#N di-cyano-perylene